ClC1=CC(=C(C=C1)CCC(=O)N1CCC(CC1)S(=O)(=O)C1=C(C=C(C=C1)S(=O)(=O)N)F)CN1N=C(N=N1)C 4-[1-[3-[4-chloro-2-[(5-methyltetrazol-2-yl)methyl]phenyl]propanoyl]piperidin-4-yl]sulfonyl-3-fluorobenzenesulfonamide